p-mentha-2-en-1-ol C1(C=CC(CC1)C(C)C)(C)O